C1=CC=CC=2C3=CC=CC=C3N(C12)C=1C=C(C=C(C1)N1C2=CC=CC=C2C=2C=CC=CC12)C1=NC(=NC(=C1)C1=CC=C(C=C1)C1=CC=CC=C1)C1=CC=CC=C1 4-[3,5-Bis(9H-carbazol-9-yl)phenyl]-2-phenyl-6-(1,1'-biphenyl-4-yl)pyrimidine